N-(2,4-dimethylphenyl)acetamide CC1=C(C=CC(=C1)C)NC(C)=O